CC1=CC=C(C=N1)[C@@H](C)NC(C1=CC(=CC(=C1)O[C@@H]1COCC1)C=1SC(=CN1)C)=O N-[(1R)-1-(6-Methylpyridin-3-yl)ethyl]-3-(5-methyl-1,3-thiazol-2-yl)-5-[(3S)-tetrahydrofuran-3-yloxy]benzamide